2,5-dioxopyrrolidin-1-yl (6-(2,5-dioxo-2,5-dihydro-1H-pyrrol-1-yl) hexanoyl)glycylglycyl-L-phenylalaninate O=C1N(C(C=C1)=O)CCCCCC(=O)NCC(=O)NCC(=O)N[C@@H](CC1=CC=CC=C1)C(=O)ON1C(CCC1=O)=O